1'-(3-((4-methoxyphenyl)sulfonyl)-6-(trifluoromethoxy)quinolin-4-yl)-[1,4'-bipiperidin]-4-ol COC1=CC=C(C=C1)S(=O)(=O)C=1C=NC2=CC=C(C=C2C1N1CCC(CC1)N1CCC(CC1)O)OC(F)(F)F